carbon sphinganine OC[C@H](N)[C@H](O)CCCCCCCCCCCCCCC.[C]